isopropyl 2-(((((2R,3S,5R)-5-(4-amino-2-oxopyrimidin-1(2H)-yl)-2-ethyl-3-hydroxytetrahydrofuran-2-yl) methoxy) (phenoxy)phosphoryl) amino)-2-methylpropanoate NC1=NC(N(C=C1)[C@H]1C[C@@H]([C@@](O1)(CC)COP(=O)(OC1=CC=CC=C1)NC(C(=O)OC(C)C)(C)C)O)=O